(R)-4-methoxy-2-methyl-4-oxobutanoic acid COC(C[C@H](C(=O)O)C)=O